N[C@H](C(=O)N[C@@H](C)C(=O)OCC1=CC=CC=C1)C(C)C Benzyl N-[(2S)-2-amino-3-methyl-1-oxobutyl]-L-alaninate